1-Cyclohexyl-5-((3-(methoxycarbonyl)phenyl)sulfonyl)piperidine-3-carboxylic acid C1(CCCCC1)N1CC(CC(C1)S(=O)(=O)C1=CC(=CC=C1)C(=O)OC)C(=O)O